CC1(CC1)C#CC1=C2CCCN(C2=CC=C1)C1=NC2=NN=CN2C2=CC=CN=C12 8-[5-[2-(1-methylcyclopropyl)ethynyl]-3,4-dihydro-2H-quinolin-1-yl]-2,4,5,7,10-pentazatricyclo[7.4.0.02,6]trideca-1(13),3,5,7,9,11-hexaene